O1CCN(CC1)CC=1N=NN(C1)[C@H](C(=O)N)C (S)-2-(4-(morpholinomethyl)-1H-1,2,3-triazol-1-yl)propanamide